tris(hydroxymethyl)methyl methacrylate C(C(=C)C)(=O)OC(CO)(CO)CO